Ethyl 1-methyl-2-nitro-1H-imidazole-5-carboxylate CN1C(=NC=C1C(=O)OCC)[N+](=O)[O-]